3-bromo-6-methyl-5,5-dioxo-6,11-dihydrodibenzo[c,f][1,2]thiazepine BrC1=CC2=C(CC3=C(N(S2(=O)=O)C)C=CC=C3)C=C1